BrC=1C=2N(C=CC1)C=C(N2)CN[C@@H](COC2=NC(=NC(=C2)C2=C(C=CC=C2C)C)NS(=O)(=O)C=2C=C(C(=O)O)C=CC2)CC(C)(C)C 3-[[4-[(2R)-2-[(8-bromoimidazo[1,2-a]pyridin-2-yl)methylamino]-4,4-dimethyl-pentoxy]-6-(2,6-dimethylphenyl)pyrimidin-2-yl]sulfamoyl]benzoic acid